(2S,4R)-1-[(2R)-3-(13-bromotridecylsulfanyl)-2-[(1-fluorocyclopropanecarbonyl)amino]-3-methyl-butanoyl]-4-hydroxy-N-[[4-(4-methylthiazol-5-yl)phenyl]methyl]pyrrolidine-2-carboxamide BrCCCCCCCCCCCCCSC([C@@H](C(=O)N1[C@@H](C[C@H](C1)O)C(=O)NCC1=CC=C(C=C1)C1=C(N=CS1)C)NC(=O)C1(CC1)F)(C)C